trans-1,3-butadiene-1-yl-benzene C(=C\C=C)/C1=CC=CC=C1